6-(3-Bromo-1-(3-chloropyridin-2-yl)-1H-pyrazol-5-carboxamido)-5-chloro-N-(cyclopropylmethyl)pyrazolo[1,5-a]pyridin-7-carboxamid BrC1=NN(C(=C1)C(=O)NC=1C(=CC=2N(C1C(=O)NCC1CC1)N=CC2)Cl)C2=NC=CC=C2Cl